C1(=CC=CC=C1)C1=NC2=C3C(=CC=C2C=C1)C=CC=C3.C3(=CC=CC=C3)C3=NC1=C2C(=CC=C1C=C3)C=CC=C2.[Ir+3] iridium (III) bis(phenylbenzoquinoline)